ClC=1C=CC(=C(C1)[C@@H]1[C@H](C1)C(=O)NC1=NC=NC(=C1)NCC=1N=C2N(C=C(C=C2)C2CC2)C1)C(F)(F)F |r| rac-(1S*,2S*)-2-(5-chloro-2-(trifluoromethyl)phenyl)-N-(6-(((6-cyclopropyl-imidazo[1,2-a]pyridin-2-yl)methyl)amino)pyrimidin-4-yl)cyclopropane-1-carboxamide